N-(3-(1-(4-cyanobenzyl)-1H-indol-2-yl)-1H-pyrazol-5-yl)-4-((1-methylpiperidin-4-yl)amino)benzamide C(#N)C1=CC=C(CN2C(=CC3=CC=CC=C23)C2=NNC(=C2)NC(C2=CC=C(C=C2)NC2CCN(CC2)C)=O)C=C1